BrC=1N=C(C=2N(C1)C=CN2)Br 6,8-Dibromoimidazo[1,2-a]pyrazine